(2S)-2-amino-3-(5-bromothiophen-2-yl)propionic acid N[C@H](C(=O)O)CC=1SC(=CC1)Br